1,3-bis(1-(2-(2-propoxyethoxy)ethoxy)prop-1-en-2-yl)benzene C(CC)OCCOCCOC=C(C)C1=CC(=CC=C1)C(=COCCOCCOCCC)C